4-(2-(4-chloro-2-fluorophenyl)-2-methylbenzo[d][1,3]dioxolan-4-yl)piperazine hydrochloride Cl.ClC1=CC(=C(C=C1)C1(OC2=C(O1)C=CC=C2N2CCNCC2)C)F